CC1=NC=CC(=N1)C=1C=C(C=CC1)C=1N=C(SC1)NC(CNC(=O)C1=CNC=C1)=O N-(2-((4-(3-(2-methylpyrimidin-4-yl)phenyl)thiazol-2-yl)amino)-2-oxoethyl)-1H-pyrrole-3-carboxamide